4-chloro-3-ethynyl-N-(4-methyl-3-((3-(9-(tetrahydro-2H-pyran-2-yl)-9H-purin-6-yl)pyridin-2-yl)amino)phenyl)benzamide ClC1=C(C=C(C(=O)NC2=CC(=C(C=C2)C)NC2=NC=CC=C2C2=C3N=CN(C3=NC=N2)C2OCCCC2)C=C1)C#C